BrC=1C=NN(C1)C[C@](C(=O)NC1=CC(=C(C=C1)C#N)C(F)(F)F)(C)O (S)-3-(4-bromo-1H-pyrazol-1-yl)-N-(4-cyano-3-(trifluoromethyl)phenyl)-2-hydroxy-2-methylpropanamide